FC(C=1OC(=NN1)C=1SC(=CC1)CC=1SC=C(N1)C1=CC=CC=C1)F 2-(difluoromethyl)-5-[5-[(4-phenyl-1,3-thiazol-2-yl)methyl]thiophen-2-yl]-1,3,4-oxadiazole